5-(1-(2,2,2-trifluoroethyl)-1H-imidazol-4-yl)pyrimidine-2,4-diol FC(CN1C=NC(=C1)C=1C(=NC(=NC1)O)O)(F)F